4-methyl-3,4-dihydro-2H-benzo[1,4]oxazine-6-carboxylic acid [2-(2-oxa-5-aza-spiro[3.4]oct-5-yl)-benzooxazol-5-yl]-amide C1OCC12N(CCC2)C=2OC1=C(N2)C=C(C=C1)NC(=O)C=1C=CC2=C(N(CCO2)C)C1